C(C)(C)(C)OC(C1=CC(=NC(=C1)C=C)C(NC)=O)=O 2-(methylcarbamoyl)-6-vinyl-isonicotinic acid tert-butyl ester